OC(C/C(/C(=O)O)=C/C(=O)O)C.BrC1=CC=C(C=C1)N1C=C(C(=C1)C1=CC=C(C=C1)F)[C@H]1OCC(N1CCC1=CC2=C(NC(N2)=O)C=C1)=O (2R)-2-(1-(4-bromophenyl)-4-(4-fluorophenyl)-1H-pyrrol-3-yl)-3-(2-(2-oxo-2,3-dihydro-1H-benzo[d]imidazol-5-yl)ethyl)oxazolidin-4-one mono-2-hydroxylpropyl-maleate